NC1=C2C(=NC=N1)N(N=C2C2=CC=C(C=C2)OC2=CC=CC=C2)[C@H]2[C@@H](CN(CC2)C(=O)OC(C)(C)C)F trans-tert-butyl 4-(4-amino-3-(4-phenoxyphenyl)-1H-pyrazolo[3,4-d]pyrimidin-1-yl)-3-fluoropiperidine-1-carboxylate